C(C)C(COP(O)(=O)CC(CCCC)CC)CCCC Mono-2-ethylhexyl-(2-ethylhexyl)phosphonic acid